FC1=C(C=C(C=C1C)B(O)O)C 4-fluoro-3,5-dimethylbenzeneboronic acid